(S)-4-(8-amino-3-(5-(but-2-ynyl)-5-azaspiro[2.4]heptan-6-yl)imidazo[1,5-a]pyrazin-1-yl)-3-fluoro-N-(4-(thiophen-2-yl)pyridin-2-yl)benzamide NC=1C=2N(C=CN1)C(=NC2C2=C(C=C(C(=O)NC1=NC=CC(=C1)C=1SC=CC1)C=C2)F)[C@H]2N(CC1(CC1)C2)CC#CC